BrC1=CC2=C(NC=3N(CC2)N=C(C3C#N)C3=CC(=C(C(=O)NC2=NC=CC(=C2)C(F)(F)F)C=C3)C)C=C1 4-(7-bromo-3-cyano-9,10-dihydro-4H-benzo[d]pyrazolo[1,5-a][1,3]diazepin-2-yl)-2-methyl-N-(4-(trifluoromethyl)pyridin-2-yl)benzamide